(R)-METHYL 4-(N,N-BIS(4-METHOXYBENZYL)SULFAMOYL)-4-METHYLOCT-7-ENOATE COC1=CC=C(CN(S(=O)(=O)[C@@](CCC(=O)OC)(CCC=C)C)CC2=CC=C(C=C2)OC)C=C1